(S)-3,5-dichloro-N-(8-fluoro-2-methyl-4-oxo-3-(1-(2-(trifluoromethoxy)phenyl)ethyl)-3,4-dihydroquinazolin-5-yl)-4-hydroxybenzamide ClC=1C=C(C(=O)NC2=C3C(N(C(=NC3=C(C=C2)F)C)[C@@H](C)C2=C(C=CC=C2)OC(F)(F)F)=O)C=C(C1O)Cl